BrC=1C=CC2=C(NC=N2)C1Br 6,7-dibromo-1H-benzoimidazole